FC=1C(=C(C=O)C=C(C1)N1C(C(CC1)C1=NC=CC=C1)=O)O 3-fluoro-2-hydroxy-5-(2-oxo-3-(pyridin-2-yl)pyrrolidin-1-yl)benzaldehyde